Methyl 3-(1-(4-chlorobenzyl)-3-(3,3-dimethylbutyryl)-5-methoxy-1H-indol-2-yl)-2,2-dimethylpropionate ClC1=CC=C(CN2C(=C(C3=CC(=CC=C23)OC)C(CC(C)(C)C)=O)CC(C(=O)OC)(C)C)C=C1